4-ethoxy-1,1,1-trifluoro-3-Buten-2-one C(C)OC=CC(C(F)(F)F)=O